1-(1-(4-chloro-3-(4-fluoropiperidin-1-yl)phenyl)ethyl)piperazine ClC1=C(C=C(C=C1)C(C)N1CCNCC1)N1CCC(CC1)F